BrC1=CC=C(C=C1)C1=NC2=C(N1C1=CC=CC=C1)C1=CC=C(C=C1C=1C=C(C=CC12)C1=CC=CC=C1)C1=CC=CC=C1 2-(4-bromophenyl)-1,6,9-triphenyl-1H-phenanthro[9,10-d]imidazole